C(#N)C1=NN2C(NC(C3=C2N=C(C=C3)C(F)(F)F)=O)=C1 2-cyano-5-oxo-8-(trifluoromethyl)-4,5-dihydropyrazolo[1,5-a]pyrido[3,2-e]pyrimidine